[C@H](C)(CC)[C@@H]1N(CC2=C(NC1=O)C=CC=C2)C(CNC(C)=O)=O N-(2-((S)-3-((S)-sec-butyl)-2-oxo-1,2,3,5-tetrahydro-4H-benzo[e][1,4]diazepin-4-yl)-2-oxoethyl)acetamide